4,9-DIOXO-4,9-DIHYDRONAPHTHO[2,3-B]FURAN-3-CARBOXAMIDE O=C1C2=CC=CC=C2C(C=2OC=C(C21)C(=O)N)=O